2-Methylhex-5-en-2-amine CC(C)(CCC=C)N